CNC(=O)C1=NC(=CC=C1)C N,6-dimethylpyridineamide